COC=1C=C(C=CC1)C1=CC=C(O1)C=O 5-(3-methoxyphenyl)furan-2-formaldehyde